N-(7-amino-1-methyl-1H-pyrazolo[3,4-c]pyridin-4-yl)-2-((2R,5S)-5-methyl-2-phenylpiperidin-1-yl)-2-oxoacetamide NC=1N=CC(=C2C1N(N=C2)C)NC(C(=O)N2[C@H](CC[C@@H](C2)C)C2=CC=CC=C2)=O